N-(7-chloro-6-((R)-1-methoxypropan-2-yl)isoquinolin-3-yl)-2-ethyl-3-(1-methyl-1H-pyrazol-4-yl)cyclopropane-1-carboxamide ClC1=C(C=C2C=C(N=CC2=C1)NC(=O)C1C(C1C=1C=NN(C1)C)CC)[C@H](COC)C